8-(piperidinyl)-7-fluoro[2]benzoxepino[3,4-f]-1,3-benzodioxol-11(6H)-one N1(CCCCC1)C1=C(C2=C(C(C=3C(=CC4=C(OCO4)C3)OC2)=O)C=C1)F